S(=O)(=O)(O)[N]S(=O)(=O)O sulfosulfonitrogen